C1(CCCCC1)[C@@H](C(=O)N1[C@@H](CN(CC1)C(=O)C=1N(C2=CC(=C(C=C2C1)F)F)C)C)NC([C@H](C)NC)=O (S)-N-((S)-1-cyclohexyl-2-((R)-4-(5,6-difluoro-1-methyl-1H-indole-2-carbonyl)-2-methylpiperazin-1-yl)-2-oxoethyl)-2-(methylamino)propanamide